t-butyl [4-fluoro-3-(3-methylbenzamido)phenyl]carbamate FC1=C(C=C(C=C1)NC(OC(C)(C)C)=O)NC(C1=CC(=CC=C1)C)=O